C1(CCCCC1)C[C@H](C(=O)N1CC([C@](CC1)(O)CN1C=C(C(=CC1=O)C1=CC=CC=C1)C(=O)OCC)(C)C)C ethyl 1-(((S)-1-((R)-3-cyclohexyl-2-methylpropanoyl)-4-hydroxy-3,3-dimethylpiperidin-4-yl) methyl)-6-oxo-4-phenyl-1,6-dihydropyridine-3-carboxylate